Francium methylbenzoate COC(C1=CC=CC=C1)=O.[Fr]